4-(4-((1R,3r,5S)-3-Hydroxy-8-azabicyclo[3.2.1]octan-3-yl)phenyl)-7-(4-(trifluoromethyl)phenyl)-2-naphthoic acid OC1(C[C@H]2CC[C@@H](C1)N2)C2=CC=C(C=C2)C2=CC(=CC1=CC(=CC=C21)C2=CC=C(C=C2)C(F)(F)F)C(=O)O